4,8-dioxa-2-azaspiro[4.5]decan-3-one C1NC(OC12CCOCC2)=O